methoxypropan-2-one COCC(C)=O